N1C=C(C=C1)C=1C=C(C=CC1)[C@H](CC(=O)[O-])NC(=O)NC=1C(N(C=CC1[O-])C)=O.[Na+].[Na+] sodium (S)-3-(3-(1H-pyrrol-3-yl)phenyl)-3-(3-(1-methyl-4-oxido-2-oxo-1,2-dihydro pyridin-3-yl)ureido)propanoate